Cl.NC1CC(C1)C(C)(C)O 2-(3-aminocyclobutyl)propan-2-ol HCl salt